C(#N)C1=C(C=C(C=C1)[N+](=O)[O-])S(=O)(=O)NCC1=C(C=C(C=C1)OC)OC 2-Cyano-N-(2,4-dimethoxybenzyl)-5-nitrobenzenesulfonamide